4-mercapto-2-pyridinecarboxylic acid, methyl ester SC1=CC(=NC=C1)C(=O)OC